O[C@]1(COCC1)CC(=O)NC1=CC=C(C=C1)[C@@H](C)N1C(=NC=C1)C 2-((S)-3-hydroxytetrahydrofuran-3-yl)-N-(4-((R)-1-(2-methyl-1H-imidazol-1-yl)ethyl)phenyl)acetamide